C(=O)(O)CCN1C2=NC=NC(=C2N=C1)N 9-(2-carboxyethyl)adenine